BrC1=C2C(N=CO2)=C(C2=C1N=CO2)Br 4,8-dibromo-benzo[1,2-d:4,5-d']bisoxazole